methyl 2-((1-(3,6-dimethyl-4-oxo-2-(2-oxa-7-azaspiro[3.5]nonan-7-yl)-3,4-dihydroquinazolin-8-yl)ethyl)amino)benzoate CN1C(=NC2=C(C=C(C=C2C1=O)C)C(C)NC1=C(C(=O)OC)C=CC=C1)N1CCC2(COC2)CC1